cis-2-(2-hydroxyethyl)-N-(3-(2-methoxyphenyl)-1H-pyrrolo[2,3-b]pyridin-6-yl)cyclopropanecarboxamide OCC[C@@H]1[C@@H](C1)C(=O)NC1=CC=C2C(=N1)NC=C2C2=C(C=CC=C2)OC